2-(cyclopropylamino)-N-(5-nitrothiazol-2-yl)benzamide C1(CC1)NC1=C(C(=O)NC=2SC(=CN2)[N+](=O)[O-])C=CC=C1